6-(2H-benzotriazol-2-yl)-4-(2,4,4-trimethylpentan-2-yl)phenol N=1N(N=C2C1C=CC=C2)C2=CC(=CC=C2O)C(C)(CC(C)(C)C)C